rac-(1S*,2S*)-N-(4-(((6-cyclopropyl-8-(3-methyl-2,4-dioxoimidazolidin-1-yl)imidazo[1,2-a]pyridin-2-yl)methyl)amino)pyridin-2-yl)-2-(4-methylpyrimidin-2-yl)cyclopropane-1-carboxamide C1(CC1)C=1C=C(C=2N(C1)C=C(N2)CNC2=CC(=NC=C2)NC(=O)[C@@H]2[C@H](C2)C2=NC=CC(=N2)C)N2C(N(C(C2)=O)C)=O |r|